ethyl 9,9-diethoxy-7-nonynoate C(C)OC(C#CCCCCCC(=O)OCC)OCC